C(C)N[C@@](CCC(C=[N+]=[N-])=O)(C(=O)O)NC(C(CC(C)C)N)=O ethyl-2-(2-amino-4-methylpentanamido)-6-diazo-5-oxonorleucine